N-methyl-N-(p-tolyl)glycine CN(CC(=O)O)C1=CC=C(C=C1)C